2,2-Difluoro-N-(4-(6-(1-hydroxypropyl)-4-methylpyridin-3-yl)thiazolo[5,4-f]isoquinolin-8-yl)cyclopropan-1-carboxamide dipropyl-2,3-diiodomaleate C(CC)OC(\C(=C(/C(=O)OCCC)\I)\I)=O.FC1(C(C1)C(=O)NC=1N=CC2=CC(=C3C(=C2C1)SC=N3)C=3C=NC(=CC3C)C(CC)O)F